3,5-difluorophenylisocyanate FC=1C=C(C=C(C1)F)N=C=O